2,2-dimethyl-1-(2-phenyl-1H-pyrrol-1-yl)butan-1-one CC(C(=O)N1C(=CC=C1)C1=CC=CC=C1)(CC)C